C(C1=CC=CC=C1)(=O)OC[C@H]1O[C@@H]([C@H]([C@@H]1OC(C1=CC=CC=C1)=O)F)Br [(2R,3R,4S,5R)-3-(benzoyloxy)-5-bromo-4-fluorooxolan-2-yl]methyl benzoate